C1(=C(C(=C(C(=C1[2H])[2H])[2H])[2H])[2H])[C@@H]1C(N\C(\C(N1)=O)=C(\[2H])/C=1N=CNC1C(C=C)(C)C)=O (3Z,6Z)-3-(phenyl-2,3,4,5,6-d5)-methylene-d-6-((5-(tert-butyl)-1H-imidazol-4-yl)methylene-d)piperazine-2,5-dione